diiodo(p-cymene) ruthenium [Ru].IC=1C(=C(C=CC1C)C(C)C)I